ClC=1C=C(N)C=CC1OCC=1N=C(SC1)C 3-chloro-4-[(2-methylthiazol-4-yl)methoxy]aniline